C(#N)C=1N=CC(=NC1)[C@H](C)NC(CC=1C(NC2=CC=C(C(=C2C1C)F)F)=O)=O N-[(1S)-1-(5-cyanopyrazin-2-yl)ethyl]-2-(5,6-difluoro-4-methyl-2-oxo-1H-quinolin-3-yl)acetamide